C(C)(C)(C)OC(CN1C(=NC=C(C1=O)NCC1=CC2=C(OC3=C2C=CC=C3)C=C1)N1CC(C1)F)=O 2-[5-(Dibenzofuran-2-ylmethylamino)-2-(3-fluoroazetidin-1-yl)-6-oxo-pyrimidin-1-yl]acetic acid tert-butyl ester